3-bromo-2-chloro-5-cyclopropylpyridine BrC=1C(=NC=C(C1)C1CC1)Cl